tert-butyl (2-(2-((3-(9H-pyrido[2,3-b]indol-3-yl)prop-2-yn-1-yl)oxy)ethoxy)ethyl)carbamate N1=CC(=CC2=C1NC1=CC=CC=C21)C#CCOCCOCCNC(OC(C)(C)C)=O